O[C@@H]1CN(CCC1(OC)OC)C(=O)OC(C)(C)C |r| (±)-tert-butyl 3-hydroxy-4,4-dimethoxypiperidine-1-carboxylate